N[C@@H](C(=O)N1[C@H](C[C@@H](C1)O)C(=O)NCC1=CC=C(C=C1)C1=C(N=CS1)C)C(C)(C)C (2R,4S)-1-[(2R)-2-amino-3,3-dimethyl-butanoyl]-4-hydroxy-N-[[4-(4-methylthiazol-5-yl)phenyl]methyl]pyrrolidine-2-carboxamide